4-(4-((1R,5S)-3,8-Diazabicyclo[3.2.1]octan-3-yl)-2-((1-(pyrrolidin-1-ylmethyl)cyclopropyl)methoxy-d2)-5,8-dihydropyrido[3,4-d]pyrimidin-7(6H)-yl)-5-ethyl-6-fluoronaphthalen-2-ol [C@H]12CN(C[C@H](CC1)N2)C=2C1=C(N=C(N2)OC([2H])([2H])C2(CC2)CN2CCCC2)CN(CC1)C1=CC(=CC2=CC=C(C(=C12)CC)F)O